glyceryl-eicosane C(C(O)CO)CCCCCCCCCCCCCCCCCCCC